(((1H-imidazol-4-yl)methyl)amino-2-(5-chloropyridin-3-yl)-9H-purin-9-yl)-3,4-dihydroxyl-N-(methyl-d3)-tetrahydrofuran-2-carboxamide N1C=NC(=C1)CNC=1N(C2=NC(=NC=C2N1)C=1C=NC=C(C1)Cl)C1(OCC(C1O)O)C(=O)NC([2H])([2H])[2H]